Cl.FC=1C=C(C=CC1)[C@H]([C@H]1CC[C@H](N1)CC1CCC(CC1)NS(=O)(=O)C)O N-((1R,4s)-4-(((2S,5R)-5-((R)-(3-Fluorophenyl)(hydroxy)methyl)pyrrolidin-2-yl)methyl)cyclohexyl)methanesulfonamide hydrochloride